CNC1=CC=C(C=C1)CC1=CC=C(C=C1)NC Bis(4-methylaminophenyl)methan